OC1=C(C(=CC=C1)C(F)(F)F)B(O)O [2-hydroxy-6-(trifluoromethyl)phenyl]boronic acid